tert-butyl 5-(8-acetyl-3,6-dimethyl-4-oxoquinazolin-2-yl)-2,5-diazabicyclo[2.2.1]heptane-2-carboxylate C(C)(=O)C=1C=C(C=C2C(N(C(=NC12)N1C2CN(C(C1)C2)C(=O)OC(C)(C)C)C)=O)C